N-(3-bromo-2,6-difluorophenyl)trimethyl-acetamide methyl-3-chloro-5-formylbenzoate COC(C1=CC(=CC(=C1)C=O)Cl)=O.BrC=1C(=C(C(=CC1)F)NC(C(C)(C)C)=O)F